2-[6-amino-5-[8-[5-(methylaminomethyl)pyrimidin-2-yl]-3,8-diazabicyclo[3.2.1]octan-3-yl]pyridazin-3-yl]phenol NC1=C(C=C(N=N1)C1=C(C=CC=C1)O)N1CC2CCC(C1)N2C2=NC=C(C=N2)CNC